N1(CCC1)C1=CC(=NC=C1)N(C(OC(C)(C)C)=O)CC=1C=CC=2N(C1)C=C(N2)CN2C(C1=CN=CC(=C1C=C2)C2=CC=CC=C2)=O tert-butyl N-[4-(azetidin-1-yl)pyridin-2-yl]-N-({2-[(1-oxo-5-phenyl-1,2-dihydro-2,7-naphthyridin-2-yl)methyl]imidazo[1,2-a]pyridin-6-yl}methyl)carbamate